Ethyl 2-chloro-4-[(2-fluoro-1-phenylethyl)amino]pyrimidine-5-carboxylate ClC1=NC=C(C(=N1)NC(CF)C1=CC=CC=C1)C(=O)OCC